C(C)(C)(C)C1=C(C=C(C(=C1)O)C)CCC(=O)[O-] 3-(t-butyl-4-hydroxy-5-methylphenyl)-propionat